O[C@H]1C[C@@H](CC1)NC(OC(C)(C)C)=O tert-butyl ((1R,3R)-3-hydroxycyclopentyl)carbamate